C(C)SC1=NN2C(N=CC=C2C)=C1C1=NC=2C(=NC=C(C2)C(F)(F)F)N1C 2-(2-(ethylthio)-7-methylpyrazolo[1,5-a]pyrimidin-3-yl)-3-methyl-6-(trifluoromethyl)-3H-imidazo[4,5-b]pyridine